dichloro(2-methyl-pyridine) platinum [Pt].ClC1=C(C(=NC=C1)C)Cl